(R)-3-hydroxy-1-methyl-3-[5-[6-(2-methylsulfonylpyrimidin-4-yl)-2-pyridinyl]isoxazol-3-yl]pyrrolidin-2-one O[C@@]1(C(N(CC1)C)=O)C1=NOC(=C1)C1=NC(=CC=C1)C1=NC(=NC=C1)S(=O)(=O)C